5-bromo-2-chloro-3-fluoro-4-methylpyridine BrC=1C(=C(C(=NC1)Cl)F)C